(2S,4R)-1-(L-valyl)-4-hydroxy-N-((R)-2-hydroxy-1-(4-(3-methylpyrazin-2-yl)phenyl)ethyl)pyrrolidine-2-carboxamide N[C@@H](C(C)C)C(=O)N1[C@@H](C[C@H](C1)O)C(=O)N[C@@H](CO)C1=CC=C(C=C1)C1=NC=CN=C1C